C1=NNC=2C1=C1C=3CCCCC3C(=NC1=CC2)C(=O)O 8,9,10,11-tetrahydro-3H-pyrazolo[4,3-a]phenanthridine-7-carboxylic acid